[11-(6,6-dipentoxyhexanoyloxy)-6-[(1-methyl-4-piperidyl)methyl-octylsulfinyl-amino]undecyl] 6,6-dipentoxyhexanoate C(CCCC)OC(CCCCC(=O)OCCCCCC(CCCCCOC(CCCCC(OCCCCC)OCCCCC)=O)N(S(=O)CCCCCCCC)CC1CCN(CC1)C)OCCCCC